(2S,3R)-3-((2-amino-6-methylpyridin-4-yl)methyl)-N2-(1-methyl-1H-pyrazol-5-yl)-N1-((R)-1-(2,5-difluorophenyl)propyl)-N2-methyl-4-oxoazetidine-1,2-dicarboxamide NC1=NC(=CC(=C1)C[C@@H]1[C@H](N(C1=O)C(=O)N[C@H](CC)C1=C(C=CC(=C1)F)F)C(=O)N(C)C1=CC=NN1C)C